[5-[3-(2-azidoethoxy)propyl]-3-methyl-2-oxo-benzimidazol-1-yl]Piperidine N(=[N+]=[N-])CCOCCCC1=CC2=C(N(C(N2C)=O)N2CCCCC2)C=C1